C(C=O)(C)(CC)Cl tertiarypentanoyl chloride